C(C)(C)C1=NN(C(C=2N1C=C(C2)SC2=CC=CC=C2)=C=O)CC(=O)O 2-(4-isopropyl-1-carbonyl-7-(phenylthio)pyrrolo[1,2-d][1,2,4]triazin-2(1H)-yl)acetic acid